C([O-])(O)=O.[Na+].OC(C(CC(=O)O)C(=O)O)C(=O)O hydroxypropane-1,2,3-tricarboxylic acid sodium bicarbonate